(2S)-2-amino-3-(4-bromophenyl)propanoic acid N[C@H](C(=O)O)CC1=CC=C(C=C1)Br